NOCCOCCC(=O)C1N(CCC(C1)C1CCNCC1)* (3-(2-(aminooxy)ethoxy)propanoyl)-4,4'-bipiperidin-1-yl